C(C\C=C/CCC)OC(CCC(=O)OCCCCCCN(CCCCCCCC(=O)OCCCCCCCCC)CCO)OCC\C=C/CCC nonyl 8-((6-((4,4-bis(((Z)-hept-3-en-1-yl)oxy)butanoyl)oxy)hexyl)(2-hydroxyethyl)amino)octanoate